tert-Pentyl 6,11-Dioxo-6,11-dihydro-5H-benzo[b]carbazole-2-carboxylate O=C1C2=C(C(C=3C4=CC(=CC=C4NC13)C(=O)OC(C)(C)CC)=O)C=CC=C2